N-[2,5-Bis(trifluoromethyl)phenyl]-3-oxo-4-aza-5α-androst-1-ene-17β-carboxamide C[C@]12CC[C@H]3[C@H]([C@@H]1CC[C@@H]2C(=O)NC4=C(C=CC(=C4)C(F)(F)F)C(F)(F)F)CC[C@@H]5[C@@]3(C=CC(=O)N5)C